C(C)OC(=O)OC(C)OC(=O)[C@@]1(NC[C@@H]2NCC[C@@H]21)CCCCB(O)O 4-((3aS,4R,6aR)-4-((1-(ethoxycarbonyloxy)ethoxy)carbonyl)octahydropyrrolo[3,4-b]pyrrol-4-yl)butylboronic acid